COCCCCN1CCNCC1 4-(2-(2-methoxyethyl)ethyl)piperazine